3-(azetidin-1-yl)-2-methylpropanoate N1(CCC1)CC(C(=O)[O-])C